1-(3-amino-4-fluorophenyl)-3-cyclopropyl-1-phenylpropan-1-ol NC=1C=C(C=CC1F)C(CCC1CC1)(O)C1=CC=CC=C1